4-(4-(2-(2-aminoethoxy)ethyl)piperazin-1-yl)-N-((1r,3r)-3-(3-chloro-4-cyanophenoxy)-2,2,4,4-tetramethylcyclobutyl)benzamide NCCOCCN1CCN(CC1)C1=CC=C(C(=O)NC2C(C(C2(C)C)OC2=CC(=C(C=C2)C#N)Cl)(C)C)C=C1